C1=C(C=CC2=CC=CC=C12)N(C1=CC=C(C=C1)C(C(=O)O)=C)C1=CC=CC=C1 (4-(naphthalen-2-yl-(phenyl)amino)phenyl)acrylic acid